(R)-3-(2-hydroxy-6-methyl-4-(trifluoromethyl)phenyl)-8-(1-methylpiperidin-3-yl)-5,6,7,8-tetrahydropyrido[2,3-c]pyridazin-5-ol OC1=C(C(=CC(=C1)C(F)(F)F)C)C1=CC2=C(N=N1)N(CC[C@H]2O)C2CN(CCC2)C